N-((R)-1-(2-fluoro-3-(trifluoromethyl)phenyl)ethyl)-1',2-dimethyl-6-(pyridin-3-yl)-6,7-dihydro-5H-spiro[pyrido[4,3-d]pyrimidine-8,3'-pyrrolidin]-4-amine FC1=C(C=CC=C1C(F)(F)F)[C@@H](C)NC=1C2=C(N=C(N1)C)C1(CN(CC1)C)CN(C2)C=2C=NC=CC2